[3-[tert-butyl (diphenyl)silyl]oxy-2,2-difluoro-propyl]trifluoromethanesulfonate [Si](C1=CC=CC=C1)(C1=CC=CC=C1)(C(C)(C)C)OCC(COS(=O)(=O)C(F)(F)F)(F)F